bis(2,5-dimethylcyclopentyl)cyclopentyl-methoxysilane CC1C(C(CC1)C)[Si](OC)(C1CCCC1)C1C(CCC1C)C